bis(methyl)azanium C[NH2+]C